C1(=CC=C(C=C1)COCC/C=C/CCN1C[C@@H]([C@H]([C@@H]([C@H](C1)O)O)O)O)C1=CC=CC=C1 (3S,4R,5R,6S)-1-[(3E)-6-(4-biphenylylmethoxy)-3-hexen-1-yl]-3,4,5,6-azepanetetrol